C(C)OC([C@@H](CC)O)=O |r| racemic-ethyl-2-hydroxybutanoate